C(C)(C)(C)NS(=O)(=O)C=1SC(=CC1C1=CC=C(C=C1)CN1C=NC2(CC2)C1=O)CC(C)C N-(tert-butyl)-5-isobutyl-3-(4-((7-oxo-4,6-diazaspiro[2.4]heptane-4-en-6-yl)methyl)phenyl)thiophene-2-sulfonamide